3-(4-oleyl-1-piperazinyl)-1,2-propanediol C(CCCCCCC\C=C/CCCCCCCC)N1CCN(CC1)CC(CO)O